N[C@H](C(F)(F)C=1OC2=C(C=C(N=C2C1Br)Cl)NCC1=CC=CS1)C 2-[(S)-2-amino-1,1-difluoropropyl]-3-bromo-5-chloro-7-thenylamino-1-oxa-4-azaindene